(E)-4-((4-hydroxy-4-methylpiperidin-1-yl)methyl)styrene OC1(CCN(CC1)CC1=CC=C(C=C)C=C1)C